C(C)(C)(C)OC(C(CC)N)=O amino-butanoic acid tert-butyl ester